C(C)(C)C1=C(NC=2C1=NC(=CC2)OCC2CCN(CC2)C2CCOCC2)C=2C=C(C=1N(C2)N=CN1)OC 6-(3-isopropyl-5-((1-(tetrahydro-2H-pyran-4-yl)piperidin-4-yl)methoxy)-1H-pyrrolo[3,2-b]pyridin-2-yl)-8-methoxy-[1,2,4]triazolo[1,5-a]pyridine